C1=CC=CC=2C3=CC=CC=C3C(C12)COC(=O)N([C@@H](CN(C([C@@H](CC(=O)O)[C@H]1CC(C2=CC=CC=C12)(C)C)=O)C)CC1=CC=C(C=C1)Cl)C (S)-4-(((R)-2-((((9H-fluoren-9-yl)methoxy)carbonyl)(methyl)amino)-3-(4-chlorophenyl)propyl)(methyl)amino)-3-((R)-3,3-dimethyl-2,3-dihydro-1H-inden-1-yl)-4-oxobutanoic acid